ethylene bis(oxyethylene) bis(3-(5-t-butyl-4-hydroxy-m-tolyl) propionate) C(C)(C)(C)C=1C(=C(C=C(C1)C)CCC(=O)O)O.C(C)(C)(C)C=1C(=C(C=C(C1)C)CCC(=O)O)O.C(COC=C)OC=C